methyl 2-[5-[[4-[[2-(6-methyl-2-pyridyl)pyrimidin-4-yl]amino]pyrimidin-2-yl]amino]-2-piperazin-1-yl-phenyl]acetate CC1=CC=CC(=N1)C1=NC=CC(=N1)NC1=NC(=NC=C1)NC=1C=CC(=C(C1)CC(=O)OC)N1CCNCC1